FC1=C(OC=2C(=C(C=NC2)B(O)O)C)C=CC(=C1)C [5-(2-fluoro-4-methyl-phenoxy)-4-methyl-3-pyridinyl]boronic acid